4-((2-hydroxyethyl)sulfonamido)-N-(1-(methylsulfonyl)indolin-6-yl)-2-(6-azaspiro[2.5]octan-6-yl)benzamide OCCS(=O)(=O)NC1=CC(=C(C(=O)NC2=CC=C3CCN(C3=C2)S(=O)(=O)C)C=C1)N1CCC2(CC2)CC1